1-(4-((2-bromo-(1,1'-biphenyl)-3-yl)methoxy)-5-chloro-2-((2-cyanopyridin-4-yl)methoxy)benzyl)pyrrolidine-2-carboxylic acid ethyl ester C(C)OC(=O)C1N(CCC1)CC1=C(C=C(C(=C1)Cl)OCC=1C(=C(C=CC1)C1=CC=CC=C1)Br)OCC1=CC(=NC=C1)C#N